NC1=NC(=C(C=C1C=1C=C2C(=CNC(C2=CC1F)=O)F)C1=CC=C(C=C1)N1CCN(CC1)CC1CC1)F 6-(2-amino-5-(4-(4-(cyclopropylmethyl)piperazin-1-yl)phenyl)-6-fluoropyridin-3-yl)-4,7-difluoroisoquinolin-1(2H)-one